1,1-Bis(4-hydroxyphenyl)-2-methylpentane OC1=CC=C(C=C1)C(C(CCC)C)C1=CC=C(C=C1)O